6-imidazol-1-yl-N2-Methyl-pyridine-2,3-diamine N1(C=NC=C1)C1=CC=C(C(=N1)NC)N